COC1=CC(=CC(=C1O)C2=C(C(=CC(=C2)/C=C(/C(=O)O)\OC3=C(C=C(C=C3)/C=C/C(=O)O)OC)OC)O)/C=C/C(=O)O Triferulic acid